C(C)(=O)OC1=CC(=CC=2C=CSC21)C(=O)OC Methyl 7-acetoxy-1-benzothiophene-5-carboxylate